ethyl 5-[2-(tert-butoxycarbonylamino)ethylamino]-6-fluoro-pyrazolo[1,5-a]pyrimidine-3-carboxylate C(C)(C)(C)OC(=O)NCCNC1=NC=2N(C=C1F)N=CC2C(=O)OCC